CN1C=[N+](C(=C1C)C)CC 1,4,5-trimethyl-3-ethylimidazolium